FC1=CC(=C(C=C1)SC)I 4-fluoro-2-iodo-1-(methylsulfanyl)benzene